2,7-bis(methyldiphenylsilyl)-9-(2-((tetrahydro-2H-pyran-2-yl)oxy)-3-(4,4,5,5-tetramethyl-1,3,2-dioxaborolan-2-yl)-5-(2,4,4-trimethylpentan-2-yl)phenyl)-9H-carbazole C[Si](C1=CC=2N(C3=CC(=CC=C3C2C=C1)[Si](C1=CC=CC=C1)(C1=CC=CC=C1)C)C1=C(C(=CC(=C1)C(C)(CC(C)(C)C)C)B1OC(C(O1)(C)C)(C)C)OC1OCCCC1)(C1=CC=CC=C1)C1=CC=CC=C1